triazolyl-azetidin N1N=NC(=C1)N1CCC1